ClC=1C(=CC(=NC1)NC1CCC(CC1)N[C@@H](CC(=O)OCC)C)C1=NC(=CC=C1)NCC1(CCOCC1)C#N ethyl (R)-3-(((1r,4R)-4-((5'-chloro-6-(((4-cyanotetrahydro-2H-pyran-4-yl)methyl)amino)-[2,4'-bipyridin]-2'-yl)amino)cyclohexyl)amino)butanoate